2-acetamido-N-((1r,4r)-4-methoxycyclohexyl)-5-(thiazol-5-yl)benzamide C(C)(=O)NC1=C(C(=O)NC2CCC(CC2)OC)C=C(C=C1)C1=CN=CS1